CC=1N(C(C2=C(N1)C(=NC(=N2)N2C[C@@H](OCC2)C=2C=NN(C2)C)C2=CC(=C(C(=C2)F)F)F)=O)C 2,3-dimethyl-6-[(2S)-2-(1-methyl-1H-pyrazol-4-yl)morpholin-4-yl]-8-(3,4,5-trifluorophenyl)-3H,4H-pyrimido[5,4-d][1,3]diazin-4-one